Succinimidyl 6-(3'-[2-pyridyldithio]propionamido)hexanoate N1=C(C=CC=C1)SSCCC(=O)NCCCCCC(=O)ON1C(CCC1=O)=O